5,9,12-heptadecatrienoic acid C(CCCC=CCCC=CCC=CCCCC)(=O)O